3-cyclopropyl-4-methoxy-1-(tetrahydro-2H-pyran-2-yl)-1H-pyrazolo[3,4-b]pyridine C1(CC1)C1=NN(C2=NC=CC(=C21)OC)C2OCCCC2